1-(3-(6-Aminopyridazin-3-yl)prop-2-ynyl)-3-(2,4-bis(trifluoromethyl)phenyl)-7,8-difluoro-4,5-dihydro-1H-benzo[b]azepine-2(3H)-one NC1=CC=C(N=N1)C#CCN1C2=C(CCC(C1=O)C1=C(C=C(C=C1)C(F)(F)F)C(F)(F)F)C=C(C(=C2)F)F